triethylene glycol dicyanoacetate C(#N)C(C(=O)OCCOCCOCCO)C#N